ClC=1C(=CC(=C(C1)[C@@H](C1CCN(CC1)C(=O)OC(C)(C)C)N[S@@](=O)C(C)(C)C)OCC=C)C(F)(F)F tert-butyl 4-[(R)-[5-chloro-2-(prop-2-en-1-yloxy)-4-(trifluoromethyl)phenyl]([[(S)-2-methylpropane-2-sulfinyl]amino])methyl]piperidine-1-carboxylate